(4-fluoro-2-(trifluoromethyl)phenyl)(imidazo[1,2-a]pyrazin-3-yl)methanol FC1=CC(=C(C=C1)C(O)C1=CN=C2N1C=CN=C2)C(F)(F)F